O1OC=C1 dioxetine